1-tert-Butyl 2,6-dichlorophenyl (2S)-2-[4,10-bis({[1-(benzyloxy)-6-oxopyridin-2-yl]methyl})-7-[2-(tert-butoxy)-2-oxoethyl]-1,4,7,10-tetraazacyclododecan-1-yl]pentanedioate C(C1=CC=CC=C1)ON1C(=CC=CC1=O)CN1CCN(CCN(CCN(CC1)CC(=O)OC(C)(C)C)CC=1N(C(C=CC1)=O)OCC1=CC=CC=C1)[C@H](C(=O)OC(C)(C)C)CCC(=O)OC1=C(C=CC=C1Cl)Cl